CN(C1C2CNCC12)C=1N=NC(=CC1)C1=CC=C(C=2N=CSC21)C=2C=NNC2 (exo)-N-methyl-N-{6-[4-(1H-pyrazol-4-yl)-1,3-benzothiazol-7-yl]pyridazin-3-yl}-3-azabicyclo[3.1.0]hexan-6-amine